2-{[(2S)-1,4-Dioxacyclohexan-2-yl]methyl}-8-methyl-N-{[(2S)-oxolan-2-yl]methyl}-(4S)-4-(trifluoromethyl)-4,5-dihydro-2H-furo[2,3-g]indazole-7-carboxamide O1[C@H](COCC1)CN1N=C2C3=C(C[C@@H](C2=C1)C(F)(F)F)OC(=C3C)C(=O)NC[C@H]3OCCC3